NC1=C(C=C(C=C1)Cl)B(O)O (2-amino-5-chlorophenyl)boronic acid